1-(2-((tetrahydro-2H-pyran-2-yl)oxy)ethyl)-1H-indole-5-carboxylic acid O1C(CCCC1)OCCN1C=CC2=CC(=CC=C12)C(=O)O